C(C1=CC=CC=C1)OC(C1=C(C=C(C=C1)Br)C1=CC(=NC=C1OC)C(F)F)=O 4-bromo-2-(2-(difluoromethyl)-5-methoxypyridin-4-yl)benzoic acid benzyl ester